tert-butyl 3-[[7-(5-methyltetrazol-2-yl)-1-isoquinolyl]amino]propanoate CC=1N=NN(N1)C1=CC=C2C=CN=C(C2=C1)NCCC(=O)OC(C)(C)C